C(CCCCCCCCCCCCC)(=O)OCCCCCCCCCCCCCCCC(C)C isostearyl myristate